FC=1C(=CC(=C2C=C(NC12)C(=O)OC)B1OC(C(O1)(C)C)(C)C)C1=CCCN(C1)C(CCN1N=NC=C1)=O methyl 7-fluoro-4-(4,4,5,5-tetramethyl-1,3,2-dioxaborolan-2-yl)-6-[1-[3-(triazol-1-yl)propanoyl]-3,6-dihydro-2H-pyridin-5-yl]-1H-indole-2-carboxylate